(S)-1-(5-(2-(1-cyclopropylethyl)-7-(methylsulfonyl)-1-oxoisoindolin-5-yl)-4-methylthiazol-2-yl)-3-methylurea C1(CC1)[C@H](C)N1C(C2=C(C=C(C=C2C1)C1=C(N=C(S1)NC(=O)NC)C)S(=O)(=O)C)=O